N-(3-chlorobicyclo[1.1.1]pentan-1-yl)-4-fluoro-2-(methylsulfonyl)benzamide ClC12CC(C1)(C2)NC(C2=C(C=C(C=C2)F)S(=O)(=O)C)=O